3-(2-chlorophenyl)-N-methylpropan-2-yn-1-amine ClC1=C(C=CC=C1)C#CCNC